2-[1-[3,6-Dimethyl-2-(1-methylindazol-3-yl)-4-oxo-chromen-8-yl]ethylamino]benzoic acid CC1=C(OC2=C(C=C(C=C2C1=O)C)C(C)NC1=C(C(=O)O)C=CC=C1)C1=NN(C2=CC=CC=C12)C